CN1CC(C1)(C)[C@@](C=1C=C(C=CC1)C1=NOC(=N1)C1(CCN(CC1)C(C)=O)O)(C1=CC=C(C=C1)C(C)C)O 1-[4-(3-{3-[(S)-(1,3-Dimethyl-azetidin-3-yl)-hydroxy-(4-isopropyl-phenyl)-methyl]-phenyl}-[1,2,4]oxadiazol-5-yl)-4-hydroxy-piperidin-1-yl]-ethanone